5-methyl-5-oxopentanoic acid CC(CCCC(=O)O)=O